Zinc 5,10,15,20-tetrakis(4-aminophenyl)porphyrin NC1=CC=C(C=C1)C=1C2=CC=C(N2)C(=C2C=CC(C(=C3C=CC(=C(C=4C=CC1N4)C4=CC=C(C=C4)N)N3)C3=CC=C(C=C3)N)=N2)C2=CC=C(C=C2)N.[Zn]